ClC1=C(C=CC=C1)[C@@H]1C[C@@H](C=2N1N=C(N2)S(=O)(=O)[C@@H]2C(C2)(F)F)F (5S,7S)-5-(2-chlorophenyl)-7-fluoro-2-[(1S)-2,2-difluorocyclopropyl]sulfonyl-6,7-dihydro-5H-pyrrolo[1,2-b][1,2,4]triazole